C1(CCCC1)C1=NC2=NC=NC(=C2N1)C(=O)NCC1=CC(=CC(=C1)C=1OC(=NN1)C1=CC=C(C=C1)F)F 8-Cyclopentyl-N-(3-fluoro-5-(5-(4-fluorophenyl)-1,3,4-oxadiazol-2-yl)benzyl)-7H-purine-6-carboxamide